tert-butyl N-[(1S)-1-{[(1-aminoisoquinolin-6-yl)methyl]carbamoyl}-2-(naphthalen-1-yl)ethyl]carbamate NC1=NC=CC2=CC(=CC=C12)CNC(=O)[C@H](CC1=CC=CC2=CC=CC=C12)NC(OC(C)(C)C)=O